(S)-N-(7-(3,3-difluoro-3-(oxetan-3-yl)prop-1-yn-1-yl)-5-methyl-4-oxo-2,3,4,5-tetrahydropyrido[3,2-b][1,4]oxazepin-3-yl)-4-phenoxypicolinamide FC(C#CC=1C=CC=2OC[C@@H](C(N(C2N1)C)=O)NC(C1=NC=CC(=C1)OC1=CC=CC=C1)=O)(C1COC1)F